N-(4-amino-5-(1-methyl-1H-pyrazol-3-yl)pyridin-2-yl)acetamide NC1=CC(=NC=C1C1=NN(C=C1)C)NC(C)=O